CCCCC(CC)COC(=O)C(=C)C#N 2-ethylhexyl cyanoacrylate